CNCCCN(CC(CCCCCC(=O)OC\C=C/CCCCCC)O[Si](C)(C)C(C)(C)C)CC(CCCCCC(=O)OC\C=C/CCCCCC)O[Si](C)(C)C(C)(C)C di((Z)-non-2-en-1-yl) 8,8'-((3-(methylamino)propyl)azanediyl)bis(7-((tert-butyldimethylsilyl)oxy)octanoate)